C1=CC=CC=2C3=CC=CC=C3C(C12)(C1=CC=C(C=C1)C1=C(C=CC(=C1)NC1=CC=C(C=C1)C1=CC=CC=C1)C1=CC=CC=C1)C1=CC=C(C=C1)C1=C(C=CC(=C1)NC1=CC=C(C=C1)C1=CC=CC=C1)C1=CC=CC=C1 ((9H-fluorene-9,9-diyl)bis(4,1-phenylene))bis(N-([1,1'-biphenyl]-4-yl)-[1,1'-biphenyl]-4-amine)